NC(C(=O)O)CC(C(CO)O)O 2-amino-4,5,6-trihydroxyhexanoic acid